2-OCTAPRENYL-6-METHOXYPHENOL CC(=CCC/C(=C/CC/C(=C/CC/C(=C/CC/C(=C/CC/C(=C/CC/C(=C/CC/C(=C/CC1=C(C(=CC=C1)OC)O)/C)/C)/C)/C)/C)/C)/C)C